2-((Tert-Butoxycarbonyl)amino)-2-(4-(propan-2-ylidene)cyclohexyl)acetic acid C(C)(C)(C)OC(=O)NC(C(=O)O)C1CCC(CC1)=C(C)C